4-{[(benzyloxy)methoxy]methyl}-N-[(3-fluoropyridin-2-yl)methyl]-1,3-thiazole-2-carboxamide C(C1=CC=CC=C1)OCOCC=1N=C(SC1)C(=O)NCC1=NC=CC=C1F